3,5-difluoromethyl-benzene FCC=1C=CC=C(C1)CF